6-(3-Fluoroazetidin-1-yl)-1-benzofuran-2-carboxylic acid FC1CN(C1)C1=CC2=C(C=C(O2)C(=O)O)C=C1